N-(5-(6-(4-fluorophenyl)-1-oxo-3,4-dihydroisoquinolin-2(1H)-yl)-2-((2-methoxyethoxy)methoxy)phenyl)methanesulfonamide FC1=CC=C(C=C1)C=1C=C2CCN(C(C2=CC1)=O)C=1C=CC(=C(C1)NS(=O)(=O)C)OCOCCOC